C(C)[Si](C1=C(C(=CC=C1)C1=CC=CC=C1)O)(CC)CC 3-(triethylsilyl)biphenyl-2-ol